1-ethyl-3-((S)-1,1,1,5,5,5-hexafluoropentan-2-yl)-1-((R)-1-(4-(8-methoxyimidazo[1,2-a]pyrazin-6-yl)pyridin-2-yl)ethyl)urea C(C)N(C(=O)N[C@H](C(F)(F)F)CCC(F)(F)F)[C@H](C)C1=NC=CC(=C1)C=1N=C(C=2N(C1)C=CN2)OC